magnesium acetyltaurine salt C(C)(=O)NCCS(=O)(=O)[O-].[Mg+2].C(C)(=O)NCCS(=O)(=O)[O-]